5-(chloromethyl)-1-methyl-pyrazole ClCC1=CC=NN1C